FC1=C(C(=C(C=C1F)F)F)C=1C(=C(C(=CC1C(C)C)C(C)C)C1=C(C=CC=C1)OC)C(C)C 2'',3'',5'',6''-tetrafluoro-2',4',6'-triisopropyl-2-methoxy-meta-terphenyl